m-tertiary butylphenol C(C)(C)(C)C=1C=C(C=CC1)O